C1(CCCCC1)N(P(C1=C(C=CC=C1)OC(F)(F)F)C1=CC=C(C=C1)[Si](CCCC)(CCCC)CCCC)P(C1=C(C=CC=C1)OC(F)(F)F)C1=CC=C(C=C1)[Si](CCCC)(CCCC)CCCC N-cyclohexyl-1-(4-(tributylsilyl)phenyl)-N-((4-(tributylsilyl)phenyl)(2-(trifluoromethoxy)phenyl)phosphaneyl)-1-(2-(trifluoromethoxy)phenyl)phosphanamine